Fluorobutene CCC=CF